3-hydroxymethyltricyclo[5.2.1.02,6]decane OCC1C2C3CCC(C2CC1)C3